N-{4-[4-amino-7-(1-isobutyrylpiperidin-4-yl)pyrrolo[2,1-f][1,2,4]triazin-5-yl]phenyl}-6-methyl-5-(1-methyl-1H-pyrazol-4-yl)-2-oxo-1-phenyl-1,2-dihydropyridine-3-carboxamide NC1=NC=NN2C1=C(C=C2C2CCN(CC2)C(C(C)C)=O)C2=CC=C(C=C2)NC(=O)C=2C(N(C(=C(C2)C=2C=NN(C2)C)C)C2=CC=CC=C2)=O